sulfonyl-amino acrylate C(C=C)(=O)ON=S(=O)=O